5-(4-hydroxypiperidin-1-yl)-[1,3]thiazolo[5,4-d]pyrimidin-2-yl 2'-chloro-5'-methoxy-1-methyl-6-oxo-1,6-dihydro-[3,4'-bipyridine]-4-carboxylate ClC1=NC=C(C(=C1)C1=CN(C(C=C1C(=O)OC=1SC=2N=C(N=CC2N1)N1CCC(CC1)O)=O)C)OC